BrC1=C2CCOC(C2=CC=C1)CNC(OC(C)(C)C)=O tert-Butyl (5-bromoisochroman-1-yl)methylcarbamate